3-bromo-2,5-dimethyl-1-tosyl-1H-pyrrolo[2,3-b]pyridine BrC1=C(N(C2=NC=C(C=C21)C)S(=O)(=O)C2=CC=C(C)C=C2)C